OC1=C(C=C(C=C1)C1=C(C(=CC=C1)C)O)C 4,2'-dihydroxy-3,3'-dimethylbiphenyl